(Z)-5-benzylidene-2-((7-methyl-[1,2,4]triazolo[1,5-a]pyridin-6-yl)amino)-7-(tetrahydro-2H-pyran-4-yl)-5,7-dihydro-6H-pyrrolo[2,3-d]pyrimidin-6-one C(/C1=CC=CC=C1)=C\1/C(N(C=2N=C(N=CC21)NC=2C(=CC=1N(C2)N=CN1)C)C1CCOCC1)=O